FC(C(C#CC=1C=C(C=C(C1)F)C1=NN=C2N1C1=CC=C(C(=C1C(=N2)NCC(F)F)F)F)(C)C)F (3-(4,4-difluoro-3,3-dimethylbut-1-yn-1-yl)-5-fluorophenyl)-N-(2,2-difluoroethyl)-6,7-difluoro-[1,2,4]triazolo[4,3-a]quinazolin-5-amine